(E)-1-(3,3-diethoxyprop-1-en-1-yl)cyclohexan-1-ol C(C)OC(/C=C/C1(CCCCC1)O)OCC